O=C1NN=NN1CCCN1C(C2=CC=CC=C2C1=O)=O 2-(3-(5-oxo-4,5-dihydro-1H-tetrazol-1-yl)propyl)isoindoline-1,3-dione